methyl (1s,4s)-6'-(acetyloxy)-2'-bromo-4-[(3-chloro-4-fluorophenyl)(trifluoroacetyl)amino]spiro[cyclohexane-1,1'-indene]-4-carboxylate C(C)(=O)OC1=CC=C2C=C(C3(C2=C1)CCC(CC3)(C(=O)OC)N(C(C(F)(F)F)=O)C3=CC(=C(C=C3)F)Cl)Br